1,1'-(3,3'-dimethyl[1,1'-biphenyl]-4,4'-diyl)bis{1-amino-4-[(E)-diazenyl]naphthalene-2-sulfonic acid} CC=1C=C(C=CC1C1(C(C=C(C2=CC=CC=C12)\N=N\[H])S(=O)(=O)O)N)C1=CC(=C(C=C1)C1(C(C=C(C2=CC=CC=C12)\N=N\[H])S(=O)(=O)O)N)C